5-(tert-butyl)-N-(2-(2-(dimethylamino)acetyl)-8-(2-((1-methyl-1H-pyrazol-4-yl)amino)pyrimidin-4-yl)-2,3,4,5-tetrahydro-1H-benzo[c]azepin-5-yl)-1,2,4-oxadiazole-3-carboxamide C(C)(C)(C)C1=NC(=NO1)C(=O)NC1C2=C(CN(CC1)C(CN(C)C)=O)C=C(C=C2)C2=NC(=NC=C2)NC=2C=NN(C2)C